C1(CCCCC1)C[C@H](C(=O)N1CC([C@@](CC1)(O)CN1C=C(C(=CC1=O)C1=CC=CC=C1)C(=O)N(C)C(C)C)(C)C)C 1-(((R)-1-((R)-3-cyclohexyl-2-methylpropanoyl)-4-hydroxy-3,3-dimethylpiperidin-4-yl)methyl)-N-isopropyl-N-methyl-6-oxo-4-phenyl-1,6-dihydropyridine-3-carboxamide